C(C)(C)(C)OC(=O)NC1=CC=C(C=C1)C(C)(C)C1=CC(=CC=C1)C(C)(C)C1=CC=C(C=C1)NC(=O)OC(C)(C)C 1,3-bis{2-[4-(tert-Butoxycarbonylamino)phenyl]-2-propyl}benzene